OC=1C(=C(C(=C(C1CC1=C(C(=C(C(=C1OC)C(C(C)C)=O)OC)C)O)O)C)[O-])C(C(C)C)=O 3,5-dihydroxy-6-methyl-2-(2-methyl-1-oxopropyl)-4-{[2-hydroxy-4,6-dimethoxy-3-methyl-5-(2-methyl-1-oxopropyl)phenyl]methyl}phenolate